C(C)(C)(C)OC(=O)N1C=C(C=2C=NC(=CC21)Cl)C2(CC(C2)C#N)O 6-chloro-3-(3-cyano-1-hydroxycyclobutyl)-1H-pyrrolo[3,2-c]Pyridine-1-carboxylic acid tert-butyl ester